FC1=C(C(=CC=C1)C)N1CCC(CC1)NC(C)C=1C(=NN(C1)C1OCCCC1)NCC1=C(C=CC=C1)C(F)(F)F [1-(2-Fluoro-6-methylphenyl)-piperidin-4-yl]-{1-[1-(tetrahydro-pyran-2-yl)-3-(2-trifluoromethyl-benzylamino)-1H-pyrazol-4-yl]-ethyl}-amine